C\C=C/C1=C(OC)C=C(OC)C(OC)=C1 BETA-ASARON